2-(3-(4,6-difluorobenzo[d]thiazol-2-yl)-1-methylureido)-5-oxo-5H-thieno[3,2-b]pyran-6-carboxylic acid FC1=CC(=CC2=C1N=C(S2)NC(N(C)C2=CC=1OC(C(=CC1S2)C(=O)O)=O)=O)F